COC(CCC(=O)C=1SC(=CC1)Cl)=O 4-(5-chlorothien-2-yl)-4-oxobutanoic acid methyl ester